5-Benzyl-N-(4-methyl-5-oxo-2-phenyl-5,6,7,8-tetrahydro-4H-pyrazolo[1,5-a][1,3]diazepin-6-yl)-1H-1,2,4-triazol-3-carboxamid C(C1=CC=CC=C1)C1=NC(=NN1)C(=O)NC1C(N(C=2N(CC1)N=C(C2)C2=CC=CC=C2)C)=O